C(=O)(O)SSC1=CC=CC=C1 carboxyphenyl disulfide